ClC1=C(C=CC=C1)N1C(N=C(C2=CC(=C(C=C12)C1CC1)SC)NCC1CC1)=O 1-(2-chlorophenyl)-7-cyclopropyl-4-((cyclopropylmethyl)amino)-6-(methylthio)quinazolin-2(1H)-one